FC=1C=C2CCN(C2=CC1)C=1C2=C(N=CN1)SC(=N2)NC(=O)C2COCC2 N-(7-(5-fluoroindolin-1-yl)thiazolo[5,4-d]pyrimidin-2-yl)tetrahydrofuran-3-carboxamide